CC=1C=C(C=CC1OC1=CC2=C(N(C=N2)C)C=C1)NC1=NC=NC2=CC=C3C(=C12)OC[C@H]1N3CCN(C1)C(C=C)=O (S)-1-(4-((3-methyl-4-((1-methyl-1H-benzo[d]imidazol-5-yl)oxy)phenyl)amino)-6a,7,9,10-tetrahydropyrazino[1',2':4,5][1,4]oxazino[2,3-f]quinazolin-8(6H)-yl)prop-2-en-1-one